N1C=C(C2=CC=CC=C12)CN1CCC2(CC1)COC1=CC=3C(N(CC3C=C12)C1C(NC(CC1)=O)=O)=O 3-(1'-((1H-indol-3-yl)methyl)-7-oxo-5,7-dihydro-2H,6H-spiro[furo[2,3-f]isoindole-3,4'-piperidin]-6-yl)piperidine-2,6-dione